ClC=1C(=C(C=C(C1)Cl)NC(=O)NC1=CC(=CC(=C1)OC(F)(F)F)F)CCO 1-[3,5-dichloro-2-(2-hydroxyethyl)phenyl]-3-(3-fluoro-5-trifluoromethoxyphenyl)urea